C(C)OC(CC1N(C2=CC=C(C=C2NC1=C=O)N)C)=O 2-(1-methyl-6-amino-3-carbonyl-1,2,3,4-tetrahydroquinoxalin-2-yl)acetic acid ethyl ester